C1=CC=C(C=C1)C[C@H](C(=O)O)NC(=O)OCC2C3=CC=CC=C3C4=CC=CC=C24 N-α-(9-fluorenylmethoxycarbonyl)-D-phenylalanine